C(CCCCC)C(CNC(CCCC(=O)OCC(COC(CCCC(=O)NCC(CCCCCC)CCCCCC)=O)(NC(CCN1CCCCC1)=O)COC(CCCC(=O)NCC(CCCCCC)CCCCCC)=O)=O)CCCCCC 2-(((5-((2-hexyloctyl)amino)-5-oxopentanoyl)oxy)methyl)-2-(3-(piperidin-1-yl)propanamido)propane-1,3-diyl bis(5-((2-hexyloctyl)amino)-5-oxopentanoate)